(2-(imidazo[1,2-b]pyridazin-3-yl)vinyl)-4-methyl-N-(3-(pyridin-4-yl)-5-(trifluoromethyl)phenyl)benzamide N=1C=C(N2N=CC=CC21)C=CC2=C(C(=O)NC1=CC(=CC(=C1)C(F)(F)F)C1=CC=NC=C1)C=CC(=C2)C